NC1=NC=CC(=C1Cl)OC1=C(C=C(C=C1F)NC(=O)C=1C=NN(C1C(F)(F)F)C1=CC=CC=C1)F N-(4-((2-amino-3-chloropyridin-4-yl)oxy)-3,5-difluorophenyl)-1-phenyl-5-(trifluoromethyl)-1H-pyrazole-4-Carboxamide